Azetidin-3-ylpiperidine C1CCN(CC1)C2CNC2